1,2-dihydro-9-hydroxyanthracene-1-one OC=1C2=CC=CC=C2C=C2C=CCC(C12)=O